4-bromo-6-(3-(2-((1,5-dimethyl-1H-pyrazol-3-yl)amino)-5-methylpyrimidin-4-yl)-1H-indol-7-yl)-5,6-dihydro-7H-pyrrolo[3,4-b]pyridin-7-one BrC1=C2C(=NC=C1)C(N(C2)C=2C=CC=C1C(=CNC21)C2=NC(=NC=C2C)NC2=NN(C(=C2)C)C)=O